(3-(5-amino-3-methyl-6-phenylpyridin-2-yl)phenyl)methanol NC=1C=C(C(=NC1C1=CC=CC=C1)C=1C=C(C=CC1)CO)C